C1(CC1)C1=C(C(=NO1)C1=C(C=CC=C1)C(F)(F)F)C1=CC2(C1)CCN(CC2)C=2C=C1C(=CC(=NC1=CC2)C(=O)O)OCCO 6-(2-(5-cyclopropyl-3-(2-(trifluoromethyl)phenyl)isoxazol-4-yl)-7-azaspiro[3.5]non-1-en-7-yl)-4-(2-hydroxyethoxy)quinoline-2-carboxylic acid